C(#N)C1=CC=2N(C3=CC=CC=C3SC2C=C1)C(=O)OC(C)(C)C tert-Butyl 2-Cyano-10H-phenothiazine-10-carboxylate